3-(4-amino-3-iodo-1H-pyrazolo[3,4-d]pyrimidin-1-yl)pyrrolidine-1-carboxylic acid tert-butyl ester C(C)(C)(C)OC(=O)N1CC(CC1)N1N=C(C=2C1=NC=NC2N)I